BrC=1C=C2C=N[C@@H](N(C2=CC1F)C(C)C1=C(C(=CC=C1)C(F)F)F)C (R)-6-bromo-N-(1-(3-(difluoromethyl)-2-fluorophenyl)ethyl)-7-fluoro-2-methylquinazoline